CCC(CC)C1=C(C(=CC=C1)C(CC)CC)N1C(N(C=C1)C1=C(C=CC=C1C(CC)CC)C(CC)CC)=[Pd-3](Cl)(Cl)C1=NC=CC=C1Cl [1,3-bis(2,6-di-3-pentylphenyl)imidazol-2-ylidene](3-chloropyridinyl)dichloropalladium (II)